6-[5-(5-chloropyridin-3-yl)-1,3,4-oxadiazol-2-yl]-2-[(5-fluoropyridin-3-yl)methyl]pyridazin-3-one ClC=1C=C(C=NC1)C1=NN=C(O1)C=1C=CC(N(N1)CC=1C=NC=C(C1)F)=O